dimethylfluorene CC1=C(C2=C(C=C1)C3=CC=CC=C3C2)C